NC1(CC1)C1=CC(=NC2=CC=CC=C12)O 4-(1-Aminocyclopropyl)quinolin-2-ol